C1(=CC=CC=C1)C=C=O phenylketene